2-Ethyl-3-((5'-(1-ethyl-1H-1,2,3-triazol-4-yl)-2'-(1H-tetrazol-5-yl)-[1,1'-biphenyl]-4-yl)methyl)-5,7-dimethyl-3H-imidazo[4,5-b]pyridine C(C)C1=NC=2C(=NC(=CC2C)C)N1CC1=CC=C(C=C1)C1=C(C=CC(=C1)C=1N=NN(C1)CC)C1=NN=NN1